CC1=C(C(=O)O)C(=CC=C1)C dl-2,6-dimethylbenzoic acid